FC=1C=C(C=NC1)C(=NC1=CC=NN1)N 5-fluoro-N'-(1H-pyrazol-5-yl)pyridine-3-carboxamidine